[1,4]oxazepine-7-carboxamide hydrochloride Cl.O1C=CN=CC=C1C(=O)N